sodium para-oxobenzoate O=C1CC=C(C(=O)[O-])C=C1.[Na+]